(2S,3R,4R,5S,6R)-2-[4-chloro-3-[(4-ethoxy-phenyl)methyl]phenyl]-6-(hydroxymethyl)oxane-3,4,5-triol ClC1=C(C=C(C=C1)[C@@H]1O[C@@H]([C@H]([C@@H]([C@H]1O)O)O)CO)CC1=CC=C(C=C1)OCC